prop-2-en-1-yl (2R)-6-[({1-[2-(tert-butoxy)-2-oxoethyl]piperidin-4-yl}carbamoyl)oxy]-2-({[(9H-fluoren-9-yl)methoxy]carbonyl}amino)hexanoate C(C)(C)(C)OC(CN1CCC(CC1)NC(=O)OCCCC[C@H](C(=O)OCC=C)NC(=O)OCC1C2=CC=CC=C2C=2C=CC=CC12)=O